CC1=NN=C(S1)NC(C1=C(C=CC2=CC=CC=C12)O)C1=CC=C(C=C1)[N+](=O)[O-] 1-(((5-methyl-1,3,4-thiadiazol-2-yl)amino)(4-nitrophenyl)methyl)naphthalen-2-ol